3-(ISO-PROPYL)FURAN-2-BORONIC ACID C(C)(C)C1=C(OC=C1)B(O)O